7-cyclopropyl-4-(6-(difluoromethyl)-5-methylpyridin-3-yl)-8-fluoro-1,2,2-trimethyl-1,2-dihydroquinazoline C1(CC1)C1=CC=C2C(=NC(N(C2=C1F)C)(C)C)C=1C=NC(=C(C1)C)C(F)F